1-(6-Fluoro-3-(4-(methylsulfonyl)piperazine-1-carbonyl)quinolin-4-yl)-4-(2-fluoro-4-methylphenyl)piperidine-4-carbonitrile FC=1C=C2C(=C(C=NC2=CC1)C(=O)N1CCN(CC1)S(=O)(=O)C)N1CCC(CC1)(C#N)C1=C(C=C(C=C1)C)F